ethylenediaminetetra(methylphosphoric acid) C(CN(OP(OC)(O)=O)OP(OC)(O)=O)N(OP(OC)(O)=O)OP(OC)(O)=O